C(CCC)OC(=O)N(C([O-])=O)C1=NC=C(N=C1)C1CC(CC1)=O butoxycarbonyl-N-[5-(3-oxocyclopentyl)pyrazin-2-yl]carbamate